COC1=C(C=CC=C1)NC=1SC([C@H](N1)C(=O)O)(C)C (R)-2-((2-methoxyphenyl)amino)-5,5-dimethyl-4,5-dihydrothiazole-4-carboxylic acid